COC=1C(=CSC1)C1=NN2C(=NC=3C=CC=CC3C2=N1)NC=1C(N=CC=CC1)=O (3R)-3-{[2-(4-Methoxythiophen-3-yl)[1,2,4]triazolo[1,5-c]quinazolin-5-yl]amino}azepin-2-one